4-(3'-bromo-4,1'-biphenyl-1-yl)dibenzothiophene BrC=1C=C(C=CC1)C1=CC=C(C=C1)C1=CC=CC2=C1SC1=C2C=CC=C1